OCCC1=CC=C(C=C1)NC(CCC1=CC=CC=C1)=O N-[4-(2-hydroxyethyl)phenyl]-3-phenylpropanamide